4-bromo-1-(tert-butyl)-3-(4-chloro-3-fluorophenyl)-1H-pyrazol-5-amine BrC=1C(=NN(C1N)C(C)(C)C)C1=CC(=C(C=C1)Cl)F